CON(C(=O)[C@H]1N(CC(C1)(C)C)C(=O)OC(C)(C)C)C tert-Butyl (S)-2-(methoxy(methyl)carbamoyl)-4,4-dimethylpyrrolidine-1-carboxylate